O1C=C(C=C1)/C=C/C(=O)C1=C(C(=C(C=C1OC)OCOC)CC=C(C)C)OCOC (E)-3-(furan-3-yl)-1-(6-methoxy-2,4-bis(methoxymethoxy)-3-(3-methylbut-2-en-1-yl)phenyl)prop-2-en-1-one